Cl.C1(CCC1)C1=NC(=NO1)C1(CCNCC1)C 4-(5-cyclobutyl-1,2,4-oxadiazol-3-yl)-4-methylpiperidine hydrochloride